C(C)(CC)S sec-butylmercaptan